C1(=CC=C(C=C1)C)[Ti] cresyltitanium